C(=O)([O-])C(O)C(O)C(=O)[O-].C(=O)([O-])C(O)C(O)C(=O)[O-].OCC[N+](C)(C)C.OCC[N+](C)(C)C.OCC[N+](C)(C)C.OCC[N+](C)(C)C choline bistartrate